ClC=1C2=CN(N=C2C=CC1)C(CC#C[Si](C)(C)C)C1=C2N(C=N1)C[C@@H](C2)F 4-chloro-2-(1-((R)-6-fluoro-6,7-dihydro-5H-pyrrolo[1,2-c]imidazol-1-yl)-4-(trimethylsilyl)but-3-yn-1-yl)-2H-indazole